CN1C2(CNC2)CC(C1)C1=CC2=C(N=NC(=C2)C2=C(C=CC=C2)O)N1 2-(6-(5-methyl-2,5-diazaspiro[3.4]octan-7-yl)-7H-pyrrolo[2,3-c]pyridazin-3-yl)phenol